1-(tert-butyl) 2-ethyl (R)-2-((R)-3-((tert-butyldimethylsilyl)oxy)-2-fluoropropyl)-3-methylenepyrrolidine-1,2-dicarboxylate [Si](C)(C)(C(C)(C)C)OC[C@@H](C[C@]1(N(CCC1=C)C(=O)OC(C)(C)C)C(=O)OCC)F